tert-butyl 4-[[1-[[1-(2,6-dioxo-3-piperidyl)-3-methyl-2-oxo-benzimidazol-5-yl] methyl]azetidin-3-yl]oxymethyl]piperidine-1-carboxylate O=C1NC(CCC1N1C(N(C2=C1C=CC(=C2)CN2CC(C2)OCC2CCN(CC2)C(=O)OC(C)(C)C)C)=O)=O